N-(4-{1-[(3-fluoro-4-methylphenyl)carbonyl]piperidin-4-yl}butyl)thieno[2,3-c]pyridine-2-carboxamide FC=1C=C(C=CC1C)C(=O)N1CCC(CC1)CCCCNC(=O)C1=CC=2C(=CN=CC2)S1